BrC1=C(C=C2C(=NC(=NC2=C1F)OC[C@H]1N(CCC1)C)N1CC2COCC(C1)N2C(=O)OC(C)(C)C)Cl tert-butyl 7-(7-bromo-6-chloro-8-fluoro-2-(((S)-1-methylpyrrolidin-2-yl)methoxy)quinazolin-4-yl)-3-oxa-7,9-diazabicyclo[3.3.1]nonane-9-carboxylate